methyl (2S)-2-[[(3R)-5-chloro-8-methoxy-3-methyl-1-oxo-3,4-dihydroisochromene-7-carbonyl]amino]-3-phenylpropanoate ClC1=C2C[C@H](OC(C2=C(C(=C1)C(=O)N[C@H](C(=O)OC)CC1=CC=CC=C1)OC)=O)C